N-[2-(2,3-dihydro-1,4-benzodioxin-6-yl)-3-methylpyridin-4-yl]-4,5,6,7-tetrahydro[1,3]thiazolo[5,4-c]pyridine-2-carboxamide O1CCOC2=C1C=CC(=C2)C2=NC=CC(=C2C)NC(=O)C=2SC=1CNCCC1N2